ClC1=CC2=C(N(C(C(N2C)=O)=O)C2CCN(CC2)CC2=CC=C(C=C2)OC(F)(F)F)N=C1 7-Chloro-1-methyl-4-(1-(4-(trifluoromethoxy)benzyl)piperidin-4-yl)-1,4-dihydropyrido[2,3-b]pyrazine-2,3-dione